COC=1C=CC=C2C(=C(C(=NC12)N1CC2(CN(C2)C(C=C)=O)CC1)C#N)C1=C2C=NNC2=CC=C1C 8-methoxy-4-(5-methyl-1H-indazol-4-yl)-2-(2-(2-propenoyl)-2,6-diazaspiro[3.4]octan-6-yl)-3-quinolinecarbonitrile